1-(4-(1,4-Oxazepan-4-yl)cyclohexyl)-5-(7,8-dimethyl-[1,2,4]triazolo[1,5-a]pyridin-6-yl)-6-isopropyl-1,3-dihydro-2H-benzo[d]imidazol-2-on O1CCN(CCC1)C1CCC(CC1)N1C(NC2=C1C=C(C(=C2)C=2C(=C(C=1N(C2)N=CN1)C)C)C(C)C)=O